1-(2-chlorophenyl)-2-(2H-tetrazole-2-yl)ethanone ClC1=C(C=CC=C1)C(CN1N=CN=N1)=O